(3S)-3-(3,5-difluorophenyl)isoxazolidine HCl salt Cl.FC=1C=C(C=C(C1)F)[C@H]1NOCC1